[N+](=O)([O-])C1=C(C(=O)NC2=CC=CC=C2)C=CC=C1[2H] 2-nitro-N-phenylbenzamide-3-d